4-(4-aminopiperidin-1-yl)-3-(5,7-difluoro-1H-1,3-benzodiazol-2-yl)-5-(3-fluoro-5-methylphenyl)pyridin-2-amine NC1CCN(CC1)C1=C(C(=NC=C1C1=CC(=CC(=C1)C)F)N)C1=NC2=C(N1)C(=CC(=C2)F)F